5-Ethyldeoxyuridine C(C)C=1C(NC(N([C@H]2C[C@H](O)[C@@H](CO)O2)C1)=O)=O